1-(4-(2-((1-ethyl-3-methyl-1H-pyrazol-4-yl)amino)pyrimidin-4-yl)phenyl)imidazolidin-2-one C(C)N1N=C(C(=C1)NC1=NC=CC(=N1)C1=CC=C(C=C1)N1C(NCC1)=O)C